Cl.COC(C1=CC(C(=O)OC)=CC(=C1)N1CCNCC1)=O 5-(piperazine-1-yl)isophthalic acid dimethyl ester hydrochloride